CN1CC=2C=CC(NC2CC1)=O 6-methyl-5,6,7,8-tetrahydro-1,6-naphthyridin-2(1H)-one